fluoro(dideuterio)methyl 2-{[6-(cyclopropylmethoxy)-5-(3-methoxyazetidin-1-yl)pyridine-2-carbonyl] amino}-2-ethylbutanoate C1(CC1)COC1=C(C=CC(=N1)C(=O)NC(C(=O)OC([2H])([2H])F)(CC)CC)N1CC(C1)OC